6-chloro-N-{2',3'-dihydrospiro[1,3-dithiolane-2,1'-inden]-5'-yl}-3-nitropyridin-2-amine ClC1=CC=C(C(=N1)NC=1C=C2CCC3(C2=CC1)SCCS3)[N+](=O)[O-]